4-chloro-6-(cyclopentyl-(methyl)amino)-2,3-dihydro-1H-pyrrolo[3,4-c]pyridin-1-one ClC1=NC(=CC2=C1CNC2=O)N(C)C2CCCC2